NC=1C=NN(C1)C1=C2C=CC(=CC2=CC=C1)C(=O)NS(=O)(=O)C1=C(C=CC(=C1)C(C)(C)C)OC 5-(4-amino-1H-pyrazol-1-yl)-N-((5-(tert-butyl)-2-methoxyphenyl)sulfonyl)-2-naphthamide